Cl.OCC12NCC(C1)(C2)COC2=CC(N(C(=C2)C)C)=O 4-[[1-(hydroxymethyl)-2-azabicyclo[2.1.1]hexan-4-yl]methoxy]-1,6-dimethylpyridin-2-one hydrochloride